(R)-4-(4-(1-(difluoromethyl)-1H-pyrazol-5-yl)-5-methyl-7-(1H-pyrazol-5-yl)imidazo[1,5-b]pyridazin-2-yl)-3-methylmorpholine FC(N1N=CC=C1C=1C=2N(N=C(C1)N1[C@@H](COCC1)C)C(=NC2C)C2=CC=NN2)F